COC1=C(C=C(C=C1)C(F)(F)F)B(O)O 2-METHOXY-5-TRIFLUOROMETHYLPHENYLBORONIC ACID